6-methoxy-N-(4-methoxyphenyl)-N-methyl-4-trifluoromethylquinolin-2-amine COC=1C=C2C(=CC(=NC2=CC1)N(C)C1=CC=C(C=C1)OC)C(F)(F)F